S1C(=NC2=C1C=CC=C2)C(CC=2C=C(C(=NO)N)C=CC2)NS(=O)(=O)C2CC2 3-[2-(1,3-benzothiazol-2-yl)-2-(cyclopropylsulfonylamino)ethyl]-N'-hydroxy-benzamidine